(9-(Cyclopropylmethyl)-6-(2-(3-methylbenzylidene)hydrazinyl)-9H-purin-2-yl)morpholine C1(CC1)CN1C2=NC(=NC(=C2N=C1)NN=CC1=CC(=CC=C1)C)N1CCOCC1